C(C)(C)NC1=C(C=C(CN2C([C@H](NCC2)C2=C(C=CC=C2)C(C)C)C2CC3(CN(C3)C3=CC=C(C(=O)N)C=C3)C2)C=C1)OC 4-(6-((R)-4-(4-(isopropylamino)-3-methoxybenzyl)-2-(2-isopropylphenyl)piperazin-3-yl)-2-azaspiro[3.3]heptan-2-yl)benzamide